COC(C1=C(C=CC(=C1)/C=N/O)OC)=O (E)-5-((hydroxyimino)methyl)-2-methoxybenzoic acid methyl ester